C(C1=CC=CC=C1)NC([C@H](CC1=CC=C(C=C1)OCC1=CC=CC=C1)NC(CC1CCN(CC1)C(=O)OC(C)(C)C)=O)=O tert-Butyl (S)-4-(2-((1-(benzylamino)-3-(4-(benzyloxy)phenyl)-1-oxopropan-2-yl)amino)-2-oxoethyl)piperidine-1-carboxylate